4-(1-aminoethyl)-4-hydroxypiperidine-1-carboxylic acid tert-butyl ester C(C)(C)(C)OC(=O)N1CCC(CC1)(O)C(C)N